NN.C1(=CC=CC=C1)S(=O)(=O)O benzenesulfonic acid hydrazine salt